p-toluenesulfonylmethyl isocyanide CC1=CC=C(C=C1)S(=O)(=O)C[N+]#[C-]